N-(3-chlorophenyl)-N'-(3-chloropropyl)-piperazine ClC=1C=C(C=CC1)N1CCN(CC1)CCCCl